N-(5-(2-((S)-1-cyclopropylethyl)-4-(1-morpholinylethyl)-3-oxo-2,3-dihydro-1H-pyrrolo[3,4-c]pyridin-6-yl)-4-methylthiazol-2-yl)acetamide oxonium [OH3+].C1(CC1)[C@H](C)N1C(C=2C(=NC(=CC2C1)C1=C(N=C(S1)NC(C)=O)C)C(C)N1CCOCC1)=O